ClC=1N=C(C2=C(N1)C=CO2)NC=2N=CN(C2)C2=CC(=C(C(=C2)OC)OC)OC 2-chloro-N-(1-(3,4,5-trimethoxyphenyl)-1H-imidazol-4-yl)furo[3,2-d]pyrimidin-4-amine